C(C1=CC=CC=C1)N1CCC(CC1)CCNC(=O)C1(CCN(CC1)C1=CC(=CC=C1)OC(F)(F)F)O N-[2-(1-benzylpiperidin-4-yl)ethyl]-4-hydroxy-1-[3-(trifluoromethoxy)phenyl]piperidine-4-carboxamide